N-(3-acetylphenyl)-3-(N-(4-bromophenyl)sulfamoyl)benzamide C(C)(=O)C=1C=C(C=CC1)NC(C1=CC(=CC=C1)S(NC1=CC=C(C=C1)Br)(=O)=O)=O